C(C)N(C(=O)C1=C(C=C2C(=N1)CCC2)O)CC N,N-diethyl-3-hydroxy-5H,6H,7H-cyclopenta[b]pyridine-2-carboxamide